The molecule is a adenosine 5'-phosphate that is the 2'-O-methyl derivative of adenosine 5'-monophosphate. It is an adenosine 5'-phosphate and a purine ribonucleoside 5'-monophosphate. It derives from an adenosine 5'-monophosphate. CO[C@@H]1[C@@H]([C@H](O[C@H]1N2C=NC3=C(N=CN=C32)N)COP(=O)(O)O)O